O=C1NC(CCC1C1=CC(=NC=C1)OCCCN1[C@@H](CN(C[C@@H]1C)C(=O)OC(C)(C)C)C)=O Tert-butyl (3R,5S)-4-(3-((4-(2,6-dioxopiperidin-3-yl) pyridin-2-yl) oxy) propyl)-3,5-dimethylpiperazine-1-carboxylate